[Na+].P(=O)([O-])([O-])[O-].[Si+4] silicon phosphate, sodium salt